3-((1-(1-(5-(3-cyano-4-isopropoxyphenyl)-1,2,4-oxadiazol-3-yl)-1,2,3,4-tetrahydroquinolin-6-yl)ethyl)amino)propionic acid C(#N)C=1C=C(C=CC1OC(C)C)C1=NC(=NO1)N1CCCC2=CC(=CC=C12)C(C)NCCC(=O)O